C(=O)(O)CCC(=O)C1=CC2=NC(=C(C=C2S1)OC)OCCCC1=CC2=C(SC(=C2)C(C[C@@H](C(=O)O)C)=O)C=C1OC (S)-4-(5-(3-((2-(3-carboxypropanoyl)-6-methoxythieno[3,2-b]pyridin-5-yl)oxy)propyl)-6-methoxybenzo[b]thiophen-2-yl)-2-methyl-4-oxobutanoic acid